C1(=CC=C(C=C1)C1=NC(=NC(=C1)Cl)C1=CC=CC=C1)C1=CC=CC=C1 4-([1,1'-biphenyl]-4-yl)-6-chloro-2-phenyl-pyrimidine